2-(4-chloro-2-methoxybenzamido)benzo[d]thiazole-6-carboxylic acid ClC1=CC(=C(C(=O)NC=2SC3=C(N2)C=CC(=C3)C(=O)O)C=C1)OC